tert-Butyl 3-(benzo[d]thiazol-2-yl)-2-(3-(N-(sec-butyl)acetamido)propanamido)-4,7-dihydrothieno[2,3-c]pyridine-6(5H)-carboxylate S1C(=NC2=C1C=CC=C2)C2=C(SC=1CN(CCC12)C(=O)OC(C)(C)C)NC(CCN(C(C)=O)C(C)CC)=O